ClC=1C=CC(=C(C1)NN(C(C(=O)NC1(N(C2=CC=CC=C2C1)C(=O)[O-])C(=O)[O-])CC1=CC=C(C=C1)NC(=O)OC1=CC=CC=C1)C(C=O)=O)N1N=NN=C1 2-(2-(((5-chloro-2-(1H-tetrazol-1-yl) phenyl) amino)-2-oxoacetylamino)-3-(4-((phenoxycarbonyl) amino) phenyl) propionamido)-1H-indole-1,2-dicarboxylate